4-[3-(4-fluoro-2-pyridinyl)-1-methyl-pyrazol-4-yl]-1H-pyrrolo[2,3-b]pyridine FC1=CC(=NC=C1)C1=NN(C=C1C1=C2C(=NC=C1)NC=C2)C